C(CCC)(=O)N[C@@H](CC1=CC=C(C=C1)O)C(=O)O N-butyryl-tyrosine